SCC(C)(CS)CS 1,1,1-tris(mercaptomethyl)ethane